P(N)(O)=S thiophosphonic acid amide